3-[5-(aminomethyl)-1-oxo-3H-isoindol-2-yl]Piperidine-2,6-dione NCC=1C=C2CN(C(C2=CC1)=O)C1C(NC(CC1)=O)=O